[Ni+2].[Cu+2].[Zr+4].[Ti+4].C(C)(=O)OC1=C(C=CC=C1)S(=O)(=O)[O-].C(C)(=O)OC1=C(C=CC=C1)S(=O)(=O)[O-].C(C)(=O)OC1=C(C=CC=C1)S(=O)(=O)[O-].C(C)(=O)OC1=C(C=CC=C1)S(=O)(=O)[O-].C(C)(=O)OC1=C(C=CC=C1)S(=O)(=O)[O-].C(C)(=O)OC1=C(C=CC=C1)S(=O)(=O)[O-].C(C)(=O)OC1=C(C=CC=C1)S(=O)(=O)[O-].C(C)(=O)OC1=C(C=CC=C1)S(=O)(=O)[O-].C(C)(=O)OC1=C(C=CC=C1)S(=O)(=O)[O-].C(C)(=O)OC1=C(C=CC=C1)S(=O)(=O)[O-].C(C)(=O)OC1=C(C=CC=C1)S(=O)(=O)[O-].C(C)(=O)OC1=C(C=CC=C1)S(=O)(=O)[O-] acetoxy-benzenesulfonate titanium-zirconium copper-nickel